ClC1=C(C(=CC=C1F)Cl)C(C)OC=1C=C(C=NC1N)C=1C=NC(=CC1)N 5-[1-(2,6-dichloro-3-fluoro-phenyl)-ethoxy]-[3,3']bipyridinyl-6,6'-diamine